ClC1=NN(C2=CC=C(C=C12)C(=O)OC)C(F)F methyl 3-chloro-1-(difluoromethyl)-1H-indazole-5-carboxylate